ClC=1C(=C(C=CC1)NC1=C(NC2=C1C(NCC2)=O)C2=CC=NC1=CC=C(N=C21)C2CC2)OC 3-[(3-chloro-2-methoxyphenyl)amino]-2-(6-cyclopropyl-1,5-naphthyridin-4-yl)-1H,5H,6H,7H-pyrrolo[3,2-c]pyridin-4-one